(1R,5S)-3-(7-(3-hydroxynaphthalen-1-yl)-2-((tetrahydro-1H-pyrrolizin-7a(5H)-yl)methoxy)quinazolin-4-yl)-N-((S)-pyrrolidin-3-yl)-3,8-diazabicyclo[3.2.1]octane-8-carboxamide OC=1C=C(C2=CC=CC=C2C1)C1=CC=C2C(=NC(=NC2=C1)OCC12CCCN2CCC1)N1C[C@H]2CC[C@@H](C1)N2C(=O)N[C@@H]2CNCC2